ethyl 2,2-dimethyl-5-hexenoate CC(C(=O)OCC)(CCC=C)C